1-(4-chloro-1'-methyl-1-phenyl-1h,1'h-[3,4'-bipyrazole]-5-yl)-3-((3s,4r)-4-(4-fluorophenyl)-1-(2-methoxyethyl)pyrrolidin-3-yl)urea ClC=1C(=NN(C1NC(=O)N[C@@H]1CN(C[C@H]1C1=CC=C(C=C1)F)CCOC)C1=CC=CC=C1)C=1C=NN(C1)C